3,5-bis[acetamidoethoxy]monochlorotriazine C(C)(=O)NCCON1NN=CC(=C1Cl)OCCNC(C)=O